(S)-3-(5-(2,6-Dichloro-4-fluorophenyl)quinolin-8-yl)-2-(2-fluoro-6-methoxybenzoylamino)propionic acid ClC1=C(C(=CC(=C1)F)Cl)C1=C2C=CC=NC2=C(C=C1)C[C@@H](C(=O)O)NC(C1=C(C=CC=C1OC)F)=O